lithium 5,5-dimethyl-5,6-dihydrobenzo[f]imidazo[1,5-d][1,4]oxazepine-10-carboxylate CC1(COC2=C(C=3N1C=NC3)C=C(C=C2)C(=O)[O-])C.[Li+]